COC(=O)C=1C(=CC=2N(C1)C=C(N2)C21COC(C2)(C1)C)O.N1=CNC2=C1C=CC=C2 benzimidazole Methyl-7-hydroxy-2-(1-methyl-2-oxabicyclo[2.1.1]hexan-4-yl)imidazo[1,2-a]pyridine-6-carboxylate